2-(2-((R)-1-(2-(pyridin-2-yl)propan-2-yl)-3-((R or S)-2,2,2-trifluoro-1-hydroxyethyl)pyrrolidin-3-yl)ethyl)benzonitrile N1=C(C=CC=C1)C(C)(C)N1C[C@@](CC1)([C@H](C(F)(F)F)O)CCC1=C(C#N)C=CC=C1 |o1:14|